C(C)(C)(C)OC1=C(C=CC=C1)SC1=CC=C(C(=O)C2=CC=CC=C2)C=C1 4-[(2-tert-butoxyphenyl)thio]benzophenone